P(=O)(OC(C)(C)C)(OC(C)(C)C)OCN1N=C2C(=C(C=CC2=C1)\C=C(\C(NC=1C(=NC(=CC1C)OC)C)=O)/F)F di-tert-butyl {7-fluoro-6-[(1Z)-2-fluoro-2-[(6-methoxy-2,4-dimethylpyridin-3-yl)carbamoyl]eth-1-en-1-yl]indazol-2-yl}methyl phosphate